3-allyl-2,4-pentanediol ditrimethylphenylglyoxylate CC1=C(C(=C(C=C1)C(C(=O)OC(C)C(C(C)OC(C(=O)C1=C(C(=C(C=C1)C)C)C)=O)CC=C)=O)C)C